2-(3-pyridinyl)pyrimidine-4-carboxamide N1=CC(=CC=C1)C1=NC=CC(=N1)C(=O)N